COC=1C=C(C(=O)OC)C=CC1OC1=CC=CC=C1 methyl 3-methoxy-4-phenoxybenzoate